[Sb]=[Te].[In].[Ge] germanium-indium-antimony-telluride